lithium 4-acetylphenoxide C(C)(=O)C1=CC=C([O-])C=C1.[Li+]